C(C)(C)(C)OC(=O)N1CC(C1)(C)S(=O)(=O)C1=CC=C(C=C1)Br 3-(4-bromophenyl)sulfonyl-3-methyl-azetidine-1-carboxylic acid tert-butyl ester